tri(n-butyl)phosphine C(CCC)P(CCCC)CCCC